NC1=NC(N(C2=CC(=CC=C12)C1CC1)C1=C(C=CC=C1)Br)=O 4-Amino-1-(2-bromophenyl)-7-cyclopropylquinazolin-2(1H)-one